ClC=1C(=CC(=NC1)C=O)CC 5-chloro-4-ethyl-pyridine-2-carbaldehyde